NOC(C(=O)O)CC 2-(aminooxy)butanoic acid